methyl 2-(3,5-difluorophenyl)-6-(4-methylphenyl)-3-oxo-2,3,4,5-tetrahydropyridazine-4-carboxylate FC=1C=C(C=C(C1)F)N1N=C(CC(C1=O)C(=O)OC)C1=CC=C(C=C1)C